perfluorononenoxybenzenesulfonate sodium [Na+].FC=1C(=C(C(=C(C1F)F)F)S(=O)(=O)[O-])OC(=C(C(C(C(C(C(C(C(F)(F)F)(F)F)(F)F)(F)F)(F)F)(F)F)(F)F)F)F